1,2-dimethyl 4-(1,2,3,6-tetrahydropyridin-4-yl)phthalate N1CCC(=CC1)C=1C=C(C(C(=O)OC)=CC1)C(=O)OC